C(#N)C1=C(C=C(C=C1)N1N=C(C=C1)CCC(=O)O)C(F)(F)F 3-(1-(4-cyano-3-trifluoromethylphenyl)-1H-pyrazol-3-yl)propionic acid